ClC1=C2C(N3[C@@H](NC2=CC=C1)[C@@H](C1=CC(=CC=C13)[N+](=O)[O-])O)=O (5ar,6r)-1-chloro-6-hydroxy-8-nitro-5h,5ah,6h-indolo[2,1-b]quinazolin-12-one